(1R,4s)-4-(8-((2-chloro-4,6-difluorophenyl)amino)-2-(((3S,4S)-3-fluorotetrahydro-2H-pyran-4-yl)amino)-9H-purin-9-yl)-1-methylcyclohexane-1-carboxylic acid ClC1=C(C(=CC(=C1)F)F)NC=1N(C2=NC(=NC=C2N1)N[C@@H]1[C@@H](COCC1)F)C1CCC(CC1)(C(=O)O)C